(2S,4R)-N-((2S,3S)-1-(cyclopropylamino)-6,6-difluoro-2-hydroxy-1-oxoheptan-3-yl)-4-(trifluoromethyl)piperidine-2-carboxamide hydrochloride Cl.C1(CC1)NC([C@H]([C@H](CCC(C)(F)F)NC(=O)[C@H]1NCC[C@H](C1)C(F)(F)F)O)=O